7-vinylquinazolin-2-amine C(=C)C1=CC=C2C=NC(=NC2=C1)N